C(C)(C)(C)OC(=O)N(CCO[Si](C)(C)C(C)(C)C)CC=1N=NN(C1)C=1CN2C(N(C(C1)C2)OS(=O)(=O)[O-])=O.C(=CC)[P+](C2=CC=CC=C2)(C2=CC=CC=C2)C2=CC=CC=C2 propenyltriphenylphosphonium [3-[4-[[tert-butoxycarbonyl-[2-[tert-butyl(dimethyl)silyl]oxyethyl]amino]methyl]triazol-1-yl]-7-oxo-1,6-diazabicyclo[3.2.1]oct-3-en-6-yl]sulfate